(S)-2-phenylpropanol C1(=CC=CC=C1)[C@@H](CO)C